CCCCC/C=C\C/C=C\CCCCCCCCCCCC(=O)O[C@H](COC(=O)CCCC/C=C\C/C=C\C/C=C\C/C=C\CC)COP(=O)([O-])OCC[N+](C)(C)C 1-(6Z,9Z,12Z,15Z-octadecatetraenoyl)-2-(13Z,16Z-docosadienoyl)-glycero-3-phosphocholine